C(=C)C=1C=[N+](C=CC1)CCCCS(=O)(=O)O 3-vinyl-1-(4-sulfobutyl)pyridinium